IC1=CC=C(C=C1)C12CC3(CC(CC(C1)(C3)C3=CC=C(C=C3)I)(C2)C2=CC=C(C=C2)I)C2=CC=C(C=C2)I 1,3,5,7-tetra(4-iodophenyl)adamantane